(±)-4-(2,6-Dihydroxy-4-propylphenyl)-1-ethyl-3,5-dimethylindolin-2-one OC1=C(C(=CC(=C1)CCC)O)C1=C2[C@H](C(N(C2=CC=C1C)CC)=O)C |r|